Cl.Cl.N1CCCC12CN(CC2)C=2N=NC(=CN2)C2=C(C=C(C=C2)C=2C=NNC2)O 2-[3-(1,7-diazaspiro[4.4]non-7-yl)-1,2,4-triazin-6-yl]-5-(1H-pyrazol-4-yl)phenol dihydrochloride